1-benzyl-8-chloro-3,7-dimethyl-1H-purine-2,6(3H,7H)-dione C(C1=CC=CC=C1)N1C(N(C=2N=C(N(C2C1=O)C)Cl)C)=O